N-(tert-butyl)benzenesulfinamide C(C)(C)(C)NS(=O)C1=CC=CC=C1